C1(CCCC1)OC1=C(C(=O)O)C=C(C(=C1)NCCCCCCCC(F)(F)F)S(N(C)C)(=O)=O (cyclopentyloxy)-5-(N,N-dimethylsulfamoyl)-4-((8,8,8-trifluorooctyl)amino)benzoic acid